OC1=C(C(=CC(=C1CN(C(=O)C1CC1)C)CCCCC)O)C1=C(C=CC(=C1)C)C(=C)C N-((2,6-dihydroxy-5'-methyl-4-pentyl-2'-(prop-1-en-2-yl)-[1,1'-biphenyl]-3-yl)methyl)-N-methylcyclopropanecarboxamide